3-cyano-N-(2,3-dichlorophenyl)-N,5-dimethyl-1H-indole-2-carboxamide C(#N)C1=C(NC2=CC=C(C=C12)C)C(=O)N(C)C1=C(C(=CC=C1)Cl)Cl